C(=O)(O)C1OC=CC=C1 (-)-carboxypyran